4-chloro-2-methyl-pyrimidine-5-carbonitrile ClC1=NC(=NC=C1C#N)C